N-[(3S)-1-{2-tert-butyl-5-[1-(2,6-difluorophenyl)-6-oxopyridazin-3-ylamino]-1-methyl-1,3-benzodiazol-4-yl}pyrrolidin-3-yl]carbamic acid tert-butyl ester C(C)(C)(C)OC(N[C@@H]1CN(CC1)C1=C(C=CC=2N(C(=NC21)C(C)(C)C)C)NC2=NN(C(C=C2)=O)C2=C(C=CC=C2F)F)=O